1-(4-hydroxybutyl)pyridin-1-ium OCCCC[N+]1=CC=CC=C1